N-(cyclopropylmethyl)pyrrolidin-3-amine C1(CC1)CNC1CNCC1